N1CC(C1)N1N=C(C(=C1)C1=NC2=CC=CC=C2N=C1)C1CC1 2-(1-(azetidin-3-yl)-3-cyclopropyl-1H-pyrazol-4-yl)quinoxaline